3-bromo-6-(5-fluoro-2-(morpholinomethyl)benzyl)-7,8-dihydro-1,6-naphthyridin-5(6H)-one BrC=1C=NC=2CCN(C(C2C1)=O)CC1=C(C=CC(=C1)F)CN1CCOCC1